ClC=1C=C(C=CC1F)NC(=O)C1=C(N=CN1C)C1CC2CC(CC2C1)(C#C[C@H](C(F)(F)F)O)O N-(3-chloro-4-fluorophenyl)-4-(5-hydroxy-5-((R)-4,4,4-trifluoro-3-hydroxybut-1-yn-1-yl)octahydropentalen-2-yl)-1-methyl-1H-imidazole-5-carboxamide